(S)-1-Phenylethyl (1-hydroxy-1,3-dihydrobenzo[c][1,2]oxaborole-6-carbonyl)-L-valinate OB1OCC2=C1C=C(C=C2)C(=O)N[C@@H](C(C)C)C(=O)O[C@@H](C)C2=CC=CC=C2